3-(2-Chloro-6-fluorophenyl)-7-(4-ethyl-3-(hydroxymethyl)-5-oxo-4,5-dihydro-1H-1,2,4-triazol-1-yl)-6-fluoro-1-isopropyl-2,2-dimethyl-2,3-dihydroquinazolin-4(1H)-one ClC1=C(C(=CC=C1)F)N1C(N(C2=CC(=C(C=C2C1=O)F)N1N=C(N(C1=O)CC)CO)C(C)C)(C)C